4-(4-((3-(2,6-dioxopiperidin-3-yl)benzyl)(methyl)amino)piperidin-1-yl)-N-(5-((R)-2-methoxy-2-phenylacetyl)-1,4,5,6-tetrahydropyrrolo[3,4-c]pyrazol-3-yl)benzamide O=C1NC(CCC1C=1C=C(CN(C2CCN(CC2)C2=CC=C(C(=O)NC=3C4=C(NN3)CN(C4)C([C@@H](C4=CC=CC=C4)OC)=O)C=C2)C)C=CC1)=O